OCC1CCC(CC1)(O)C1=C2C(=NC(=C1)N1C(COCC1)C)N(N=C2)C2=CC=NN2COCC[Si](C)(C)C 4-(hydroxymethyl)-1-(6-(3-methylmorpholino)-1-(1-((2-(trimethylsilyl)ethoxy)methyl)-1H-pyrazol-5-yl)-1H-pyrazolo[3,4-b]pyridin-4-yl)cyclohexanol